4-(((6-Fluoropyridin-3-yl)methyl)(6-Fluoropyridin-3-yl)amino)furan-2(5H)-one FC1=CC=C(C=N1)CN(C1=CC(OC1)=O)C=1C=NC(=CC1)F